3-(2-amino-[1,2,4]triazolo[1,5-a]pyridin-7-yl)-2,6-difluoro-N-(2,2,3-trifluoro-3-(4-fluorophenyl)propyl)benzamide NC1=NN2C(C=C(C=C2)C=2C(=C(C(=O)NCC(C(C3=CC=C(C=C3)F)F)(F)F)C(=CC2)F)F)=N1